1,9-bis(3-aminophenoxy)nonane NC=1C=C(OCCCCCCCCCOC2=CC(=CC=C2)N)C=CC1